1-(tert-butyl)hydrocinnamic acid C(C)(C)(C)C1(CCC(=O)O)CC=CC=C1